COC(C1CCN(CC1)C1=C(C2=C(N(C(N2C)=O)C2C(NC(CC2)=O)=O)C(=C1)F)F)OC 3-[5-[4-(dimethoxymethyl)-1-piperidyl]-4,7-difluoro-3-methyl-2-oxo-benzimidazol-1-yl]piperidine-2,6-dione